N-(4-pyrazolylbutyl)benzamide N1N=C(C=C1)CCCCNC(C1=CC=CC=C1)=O